CO[Si](CCCN1CN(CCC1)CCN(C)C)(OC)OC (2-{3-[3-(trimethoxysilyl)-propyl]-tetrahydropyrimidin-1-yl}-ethyl)-dimethylamine